Cl.N[C@@H]1C([C@H](C1(C)C)OC1=CC(=C(C#N)C=C1)OC)(C)C trans-4-(3-amino-2,2,4,4-tetramethylcyclobutyloxy)-2-methoxybenzonitrile hydrochloride